N-(3-(pyridin-2-yl)azetidin-3-yl)butanamide N1=C(C=CC=C1)C1(CNC1)NC(CCC)=O